FC(C)(F)C1=NC(=CC(=N1)NC1=CC(=NC=C1OCC)NC(C)=O)C=1C=NN(C1)C N-(4-((2-(1,1-difluoroethyl)-6-(1-methyl-1H-pyrazol-4-yl)pyrimidin-4-yl)amino)-5-ethoxypyridin-2-yl)acetamide